4-[6-(2-Benzyl-benzyl)-4-bromo-3-hydroxy-pyridin-2-yl]-4-oxo-butyric acid ethyl ester C(C)OC(CCC(=O)C1=NC(=CC(=C1O)Br)CC1=C(C=CC=C1)CC1=CC=CC=C1)=O